C(C(=C)C)(=O)OCC(CO)O 2,3-dihydroxypropyl methacrylate